N2-glycylglycinoyl-glycyl-N6-(5-((3aS,4S,6aR)-2-oxo-hexahydro-1H-thieno[3,4-d]imidazol-4-yl)pentanoyl)-L-lysine NCC(=O)NCC(=O)NCC(=O)N[C@@H](CCCCNC(CCCC[C@@H]1SC[C@@H]2NC(N[C@@H]21)=O)=O)C(=O)O